tert-butyl-6-(2,3-dihydrobenzofuran-5-yl)-3-(2-formyl-1H-pyrrole-1-carboxamido)-1H-indazole-1-carboxylate C(C)(C)(C)OC(=O)N1N=C(C2=CC=C(C=C12)C=1C=CC2=C(CCO2)C1)NC(=O)N1C(=CC=C1)C=O